[O-]S(=O)(=O)[O-].O=[U+2]=O uranium oxysulfate